O[C@H]1[C@@H](CCC1)NC1=NC=C2N=C(N(C2=N1)C1CCC(CC1)C(=O)N)NC1=C(C(=CC=C1F)F)F (1S,4s)-4-(2-((1R,2R)-2-hydroxycyclopentylamino)-8-(2,3,6-trifluorophenylamino)-9H-purin-9-yl)cyclohexanecarboxamide